CC(C)(C)OC(=O)N1CC(C1)O 3-hydroxyazetidine-1-carboxylic acid-1,1-dimethylethyl ester